rel-2-(6-((3R,4S)-4-(pyridin-4-yl)pyrrolidin-3-yl)-7H-pyrrolo[2,3-c]pyridazin-3-yl)phenol N1=CC=C(C=C1)[C@@H]1[C@H](CNC1)C1=CC2=C(N=NC(=C2)C2=C(C=CC=C2)O)N1 |o1:6,7|